3,5-di-tert-butylcyclohexane-3,5-diene-1,2-dione C(C)(C)(C)C=1C(C(C=C(C1)C(C)(C)C)=O)=O